2-{[1-(tetrahydro-2H-pyran-2-yl)-1H-pyrazol-4-yl]amino}thiazole-4-carboxylate O1C(CCCC1)N1N=CC(=C1)NC=1SC=C(N1)C(=O)[O-]